CNC(C1=C(C=CC=C1)NC1=NC(=NC=C1C(F)(F)F)NC1=CC=C(C=C1)C=1C=NN(C1)C1CCN(CC1)C(C(F)(F)F)=O)=O N-methyl-2-((2-((4-(1-(1-(2,2,2-trifluoroacetyl)piperidin-4-yl)-1H-pyrazol-4-yl)phenyl)amino)-5-(trifluoromethyl)pyrimidin-4-yl)amino)benzamide